FC=1C=C2C(OC(C2=CC1[N+](=O)[O-])=O)C 5-fluoro-6-nitro-3-methyl-3H-isobenzofuran-1-one